C(C)N1N=C(C(=C1)B(O)O)C(F)(F)F (1-Ethyl-3-(trifluoromethyl)-1H-pyrazol-4-yl)boronic acid